FC=1C=C(C=CC1N1CCC(CC1)CCC1CCNCC1)NC1C(NC(CC1)=O)=O 3-((3-fluoro-4-(4-(2-(piperidin-4-yl)ethyl)piperidin-1-yl)phenyl)amino)piperidine-2,6-dione